(R)-N-(8,9-difluoro-6-oxo-1,2,3,4,5,6-hexahydrophenanthridin-1-yl)-N-methyl-1H-indole-2-carboxamide FC=1C=C2C(NC=3CCC[C@H](C3C2=CC1F)N(C(=O)C=1NC2=CC=CC=C2C1)C)=O